5-(4-(3-(3-ethylureido)benzyl)piperazin-1-yl)-N,6-dimethyl-picolinamide formate C(=O)O.C(C)NC(NC=1C=C(CN2CCN(CC2)C=2C=CC(=NC2C)C(=O)NC)C=CC1)=O